1-cycloheptene-3,7-diamine C1=CC(CCCC1N)N